5-(3-iodopyrazolo[1,5-a]pyrimidin-5-yl)-3-neopentyl-4,5,6,7-tetrahydro-3H-imidazo[4,5-c]pyridine IC=1C=NN2C1N=C(C=C2)N2CC1=C(CC2)N=CN1CC(C)(C)C